O[C@H]1C[C@@H](N(C1)C)COC1=CC=C(NC=2C(=NC(=C(N2)C)C2=CC=CC=3N(C=NC32)C)C(=O)N)C=C1 3-[4-[[(2R,4S)-4-Hydroxyl-methyl-pyrrolidin-2-yl]methoxy]anilino]-5-methyl-6-(1-methylbenzimidazol-4-yl)pyrazine-2-carboxamide